(S)-(2,7-dimethyl-3-(3,4,5-trifluorophenyl)-2,4,5,7-tetrahydro-6H-pyrazolo[3,4-c]pyridin-6-yl)(1H-pyrrolo[3,2-c]pyridin-4-yl)methanone silver eicosenoate C(C=CCCCCCCCCCCCCCCCCC)(=O)[O-].[Ag+].CN1N=C2[C@@H](N(CCC2=C1C1=CC(=C(C(=C1)F)F)F)C(=O)C1=NC=CC2=C1C=CN2)C